N[C@@H]1C2=CC=CC=C2CC12CCN(CC2)C=2NC(C1=C(N2)NN=C1C(=C)C=1C=C(C(=O)N)C=CC1)=O (S)-3-(1-(6-(1-amino-1,3-dihydro-spiro[indene-2,4'-piperidin]-1'-yl)-4-oxo-4,5-dihydro-1H-pyrazolo[3,4-d]pyrimidin-3-yl)vinyl)benzamide